N(C(=N)N)C1=CC=C(C(=O)OC=2C=3N(C(=CC2)CC=2N=NNN2)N=CN3)C=C1 5-((2H-tetrazol-5-yl)methyl)-[1,2,4]triazolo[1,5-a]pyridin-8-yl 4-guanidinobenzoate